CC1(OB(OC1(C)C)C1=CSC=C1)C 4,4,5,5-tetramethyl-2-(thiophene-3-yl)-1,3,2-dioxaborolane